N1C[C@@H](CCC1)N1C=NC2=NC(=CC=C21)CO {1-[(3R)-piperidin-3-yl]imidazo[4,5-b]pyridin-5-yl}methanol